OC1(CC1)C(=O)NC1=NC(=NC(=N1)C1=CC=CC=C1)NC1=CC=CC=C1 1-hydroxy-N-(4-phenyl-6-(phenylamino)-1,3,5-triazin-2-yl)cyclopropanecarboxamide